6-methoxybenzofuran COC1=CC2=C(C=CO2)C=C1